(Rac)-4-(2-(2-oxo-4-(((S)-1-(pyridin-2-yl)ethyl)amino)-1,2-dihydroquinolin-3-yl)-1H-benzo[d]imidazol-6-yl)morpholine-2-carboxylic acid methyl ester COC(=O)[C@H]1CN(CCO1)C=1C=CC2=C(NC(=N2)C=2C(NC3=CC=CC=C3C2N[C@@H](C)C2=NC=CC=C2)=O)C1 |&1:4|